C(C1=CC=CC=C1)(=O)OC1CC([NH2+]C(C1)(C)C)(C)C 4-benzoyloxy-2,2,6,6-tetramethylpiperidinium